2-{4-Amino-1-tert-butyl-1H-pyrazolo[3,4-d]pyrimidin-3-yl}-3-chloro-N-(2-ethanesulfonylethyl)-1H-indole-6-carboxamide NC1=C2C(=NC=N1)N(N=C2C=2NC1=CC(=CC=C1C2Cl)C(=O)NCCS(=O)(=O)CC)C(C)(C)C